4-[(4-{[(2S)-azetidin-2-ylmethyl]-amino}butyl)amino]-5-chloro-2-fluoro-N-1,2,4-thiadiazol-5-ylbenzene-sulfonamide N1[C@@H](CC1)CNCCCCNC1=CC(=C(C=C1Cl)S(=O)(=O)NC1=NC=NS1)F